ClC=1C=C(C=CC1F)C(C=1N(C(=C(N1)S(=O)(=O)C)COC)COCC[Si](C)(C)C)C1=CC(=C(C=C1)F)Cl 2-[bis(3-chloro-4-fluorophenyl)methyl]-4-methanesulfonyl-5-(methoxymethyl)-1-{[2-(trimethylsilyl)ethoxy]methyl}-1H-imidazole